CS(=O)(=O)CS(=O)[O-] 1-(methyl sulfonyl)methanesulfinate